FC1=C(N(C2=C1C=1C=NN(C1C=C2)S(=O)(=O)C2=CC=CC=C2)CC2=CC=C(CCNC1CCC1)C=C2)C2=C(C=CC=C2)C N-(4-((8-fluoro-3-(benzenesulfonyl)-7-(o-tolyl)pyrrolo[3,2-e]indazol-6(3H)-yl)methyl)phenethyl)cyclobutylamine